C1(CC1)C(=O)NC1=CC(=C(N=N1)C(=O)NC([2H])([2H])[2H])NC1=NC=CC2=C1N(CC=1N2N=NC1)C 6-(cyclopropanecarboxamido)-N-(methyl-d3)-4-((5-methyl-4,5-dihydropyrido[3,4-e][1,2,3]triazolo[1,5-a]pyrazin-6-yl)amino)pyridazine-3-carboxamide